N-docosyltaurine C(CCCCCCCCCCCCCCCCCCCCC)NCCS(=O)(=O)O